ON(C1=CC=C(C=C1)C=1N=NN(N1)C)C(C)=O N-hydroxy-N-acetyl-4-(2-methyltetrazol-5-yl)aniline